1-((S)-3-(2-(((R)-2-(3-Fluorophenyl)-2-hydroxyethyl)amino)-2-methylpropyl)pyrrolidin-1-yl)ethan-1-one FC=1C=C(C=CC1)[C@H](CNC(C[C@H]1CN(CC1)C(C)=O)(C)C)O